(S)-4-(2-chlorobenzyl)-5-oxo-N-(1-phenylethyl)-4,5-dihydroimidazo[1,2-a]quinazoline-2-carboxamide ClC1=C(CN2C=3N(C4=CC=CC=C4C2=O)C=C(N3)C(=O)N[C@@H](C)C3=CC=CC=C3)C=CC=C1